[W]=O.[Ti] titanium tungsten oxide